C(CCCCCCCCCCC)(=O)OC(CN(C(CCCN(C)C)=O)CC1=C(C=C(C=C1)OC)OC)C(COC(CCCCCCCCCCC)=O)OC(CCCCCCCCCCC)=O 1-{N-[(2,4-dimethoxyphenyl)methyl]-4-(dimethylamino)butanamido}-3,4-bis(dodecanoyloxy)butan-2-yl dodecanoate